[Si](C1=CC=CC=C1)(C1=CC=CC=C1)(C(C)(C)C)OCCS(=O)(=O)CC(CCC[C@](C(=O)OCC1=CC=CC=C1)(C)C1=CC(=CC=C1)CC(=O)OCC)(C)C Benzyl (R)-7-((2-((tert-butyldiphenylsilyl)oxy)ethyl)sulfonyl)-2-(3-(2-ethoxy-2-oxoethyl)phenyl)-2,6,6-trimethylheptanoate